4-(2-formylpyridyl)azobenzene C(=O)C1=NC=CC=C1C1=CC=C(C=C1)N=NC1=CC=CC=C1